6-(naphthalen-1-ylamino)hexan-1-ol C1(=CC=CC2=CC=CC=C12)NCCCCCCO